N-[[4-[4-amino-1-[4-[4-(dimethoxymethyl)-1-piperidyl]-3-fluorophenyl]pyrazolo[3,4-d]pyrimidin-3-yl]phenyl]methyl]-5-fluoro-2-methoxy-benzamide NC1=C2C(=NC=N1)N(N=C2C2=CC=C(C=C2)CNC(C2=C(C=CC(=C2)F)OC)=O)C2=CC(=C(C=C2)N2CCC(CC2)C(OC)OC)F